3,5-bis(4-fluoro-benzylidene)-4-piperidone FC1=CC=C(C=C2CNCC(C2=O)=CC2=CC=C(C=C2)F)C=C1